C(C)N1C(C=2N(C=C1C1=CC(=C(C=C1)Cl)Cl)N=C(C2C2CC(C2)(F)F)C(=O)O)=O.C(=O)(C=C)N[C@@H](CC(C)C)C(=O)O acryl-leucine Ethyl-6-(3,4-dichlorophenyl)-3-(3,3-difluorocyclobutyl)-4-oxo-4,5-dihydropyrazolo[1,5-a]pyrazine-2-carboxylate